P(=O)(O)(O)O.N1=CN=C2N=CNC2=C1N Adenine-Phosphate